1-(5-tert-butyl-isoxazol-3-yl)-3-(4-{5-[3-(4-methyl-piperazin-1-yl)-propoxy]-benzimidazol-1-yl}-phenyl)-urea C(C)(C)(C)C1=CC(=NO1)NC(=O)NC1=CC=C(C=C1)N1C=NC2=C1C=CC(=C2)OCCCN2CCN(CC2)C